(2S,5R)-6-(phenylmethoxy)-7-oxo-N-toluenesulfonyl-1,6-diazabicyclo[3.2.1]octan-2-carboxamidine C1(=CC=CC=C1)CON1[C@@H]2CC[C@H](N(C1=O)C2)C(=N)NS(=O)(=O)CC2=CC=CC=C2